2,3-difluoro-N-methylbenzamide FC1=C(C(=O)NC)C=CC=C1F